2-cyclobutyl-7-{[6-(trifluoromethyl)-[1,2,4]triazolo[4,3-a]pyridin-3-yl]methyl}-5,7-diazaspiro[3.4]octane-6,8-dione C1(CCC1)C1CC2(C1)NC(N(C2=O)CC2=NN=C1N2C=C(C=C1)C(F)(F)F)=O